C1(=CC=CC=C1)N(C1=C(C=CC=C1NC1=CC=CC=C1)C1=CC=CC=C1)C1=CC=CC=C1 N,N,N'-triphenylbiphenyldiamine